(rac)-4-(1-methyl-2-oxo-1,2,3,4-tetrahydroquinolin-6-yl)-5,6,7,8-tetrahydroisoquinoline-8-carboxylic acid CN1C(CCC2=CC(=CC=C12)C1=CN=CC=2[C@@H](CCCC12)C(=O)O)=O |r|